2-(benzo[d]oxazol-2-yl)-3,4,5,6-tetrakis(3,6-dimethyl-9H-carbazol-9-yl)benzonitrile O1C(=NC2=C1C=CC=C2)C2=C(C#N)C(=C(C(=C2N2C1=CC=C(C=C1C=1C=C(C=CC21)C)C)N2C1=CC=C(C=C1C=1C=C(C=CC21)C)C)N2C1=CC=C(C=C1C=1C=C(C=CC21)C)C)N2C1=CC=C(C=C1C=1C=C(C=CC21)C)C